6-hydroxy-2,3-dihydro-1H-xanthene-4-formaldehyde OC=1C=C2OC3=C(CCCC3=CC2=CC1)C=O